C(C)N1C(=CC2=CC=CC=C12)C1=NC2=C(N1C)C=CC(=C2)C(=O)N2C[C@@H](CCC2)NC(OC(C)(C)C)=O (R)-tert-butyl (1-(2-(1-ethyl-1H-indol-2-yl)-1-methyl-1H-benzo[d]imidazole-5-carbonyl)piperidin-3-yl)carbamate